tert-butyl 2-(1-(4-cycloheptylthiophen-2-yl)cyclopropyl)-4-oxo-3,5,7,8-tetrahydropyrido[4,3-d]pyrimidine-6(4H)-carboxylate C1(CCCCCC1)C=1C=C(SC1)C1(CC1)C=1NC(C2=C(N1)CCN(C2)C(=O)OC(C)(C)C)=O